7-((6-amino-9H-purin-8-yl)amino)-1-methyl-2-(trifluoromethyl)-1,4-dihydroquinolin-4-one NC1=C2N=C(NC2=NC=N1)NC1=CC=C2C(C=C(N(C2=C1)C)C(F)(F)F)=O